(3-fluorophenyl)-2-(4-(4-hydroxy-3-isopropylbenzyl)-3,5-dimethylphenoxy)acetamide FC=1C=C(C=CC1)C(C(=O)N)OC1=CC(=C(C(=C1)C)CC1=CC(=C(C=C1)O)C(C)C)C